C1=C2C(=CC3=CC4=C(C=C13)C(=O)OC4=O)C(=O)OC2=O 2,3,6,7-naphthalenetetracarboxylic 2,3:6,7-dianhydride